FC=1C=CC(=NC1)COC1=CC(N(C=C1)C=1C=CC=2C3=C(N(C2C1)C)C(C(NC3([2H])[2H])([2H])[2H])([2H])[2H])=O 4-((5-fluoropyridin-2-yl)methoxy)-1-(5-methyl-2,3,4,5-tetrahydro-1H-pyrido[4,3-b]indol-7-yl-1,1,3,3,4,4-d6)pyridin-2(1H)-one